C[C@@H]1N(CCC1)CC1(CC1)C(=O)O (S)-1-((2-methylpyrrolidin-1-yl)methyl)cyclopropanecarboxylic acid